CC(=C)C(=O)[O-] The molecule is a monocarboxylic acid anion that is obtained by removal of a proton from the carboxylic acid group of methacrylic acid. It derives from an acrylate. It is a conjugate base of a methacrylic acid.